FC(C=1C=CC2=C(SC(=C2)C(=O)N2CC3(CC2)CCN(CC3)C(=O)N3N=C(C=C3)C(=O)N)C1)(F)F 1-(2-(6-(trifluoromethyl)benzo[b]thiophene-2-carbonyl)-2,8-diazaspiro[4.5]decane-8-carbonyl)-1H-pyrazole-3-carboxamide